(R)-N-(1-oxo-1-(4-(3-(trifluoromethyl)phenyl-4-d)piperazin-1-yl-2,2,3,3,5,5,6,6-d8)propan-2-yl)acetamide O=C([C@@H](C)NC(C)=O)N1C(C(N(C(C1([2H])[2H])([2H])[2H])C1=CC(=C(C=C1)[2H])C(F)(F)F)([2H])[2H])([2H])[2H]